Cl.COC(NCC1CCNCC1)=O (piperidin-4-ylmethyl)carbamic acid methyl ester, hydrochloride